FC=1C=C(C=CC1)C=1CCN(CC1)CCCC=1NC(C=2C=CC=NC2C1)=O 7-(3-(4-(3-fluorophenyl)-3,6-dihydropyridin-1(2H)-yl)propyl)-1,6-naphthyridin-5(6H)-one